[Nd].ClC1=C(C=C2C(=C(N(C2=C1F)C)C=1NC(=NN1)N1CC(CC1)O)N1C=NC=C1)OC 1-(5-(6-chloro-7-fluoro-3-(1H-imidazol-1-yl)-5-methoxy-1-methyl-1H-indol-2-yl)-4H-1,2,4-triazol-3-yl)pyrrolidin-3-ol Neodymium